(S)-2'-oxo-5,6-dihydro-4H-spiro[benzo[d]isoxazole-7,1'-cyclohexane]-3-carboxamide O=C1[C@@]2(CCCC1)CCCC=1C(=NOC12)C(=O)N